phosphoric acid triphosphate OP(O)(=O)OP(=O)(O)OP(=O)(O)O.P(O)(O)(O)=O